C(#N)/N=C(\NCC1=CN=C(S1)C(=O)N1CCC2=C(C=CC=C12)C1=CC(=CC=C1)F)/NC1=CC=NC=C1 (E)-2-cyano-1-({2-[4-(3-fluorophenyl)indoline-1-carbonyl]thiazol-5-yl}methyl)-3-(pyridin-4-yl)guanidine